CC1=C(C=CC=C1C)C=1C(N(C(C1)=O)CC1CCOCC1)=O 3-(2,3-dimethylphenyl)-1-((tetrahydro-2H-pyran-4-yl)methyl)-1H-pyrrole-2,5-dione